F[C@@H](C(=O)NC1=CC=C(C=C1)NCC1=CC=C(C=C1)O)[C@@H](CCCCCCC)F (2S,3R)-2,3-difluoro-N-(4-((4-hydroxybenzyl)amino)phenyl)decanamide